FC(C(CN)OC)F 3,3-difluoro-2-methoxypropan-1-amine